2-[Di(2H3)methylamino]-1-[4-(2-{7,8-dimethyl-[1,2,4]triazolo[1,5-a]pyridin-6-yl}-3-(propan-2-yl)-1H-pyrrolo[3,2-b]pyridin-5-yl)(2,2,3,3,5,5,6,6-2H8)piperazin-1-yl](2H2)ethan-1-on C([2H])([2H])([2H])N(C(C(=O)N1C(C(N(C(C1([2H])[2H])([2H])[2H])C1=CC=C2C(=N1)C(=C(N2)C=2C(=C(C=1N(C2)N=CN1)C)C)C(C)C)([2H])[2H])([2H])[2H])([2H])[2H])C([2H])([2H])[2H]